2-pyridyl-benzothiophene N1=C(C=CC=C1)C=1SC2=C(C1)C=CC=C2